CO[C@@H]1CC[C@H](CC1)NC(=O)C1=C2C(=NC(=C1)C1=CN=CS1)CCC2 N-[(trans)-4-methoxycyclohexyl]-2-(1,3-thiazol-5-yl)-5H,6H,7H-cyclopenta[b]pyridine-4-carboxamide